tert-butyl (4-((quinolin-2-ylmethyl)amino)butyl)carbamate N1=C(C=CC2=CC=CC=C12)CNCCCCNC(OC(C)(C)C)=O